cyclohexane-1,3-dicarboxylic acid di-n-tridecyl ester C(CCCCCCCCCCCC)OC(=O)C1CC(CCC1)C(=O)OCCCCCCCCCCCCC